N,N-dimethyl-propylamine trifluoroacetate FC(C(=O)O)(F)F.CN(C)CCC